C(C1=CC=CC=C1)OC=1C(=CC(=NC1)OC1=C(C=C(C=C1Cl)Br)Cl)CO [5-benzyloxy-2-(4-bromo-2,6-dichloro-phenoxy)-4-pyridyl]methanol